NC=1N=CN(C(C1C(=O)OC)=O)C1=C(C=C(C=C1C)C(C)O)C methyl 4-amino-1-(4-(1-hydroxyethyl)-2,6-dimethylphenyl)-6-oxo-1,6-dihydropyrimidine-5-carboxylate